spiro[cyclobutane-1,3-indole]-2-amine N1=CC2(C3=CC=CC=C13)C(CC2)N